ClC1=CC=C(C=C1)C1=NN(CCC1C1=CC=CC=C1)\C(\N=C(\N)/SC)=N/S(=O)(=O)C1=CC(=CC=C1)C(F)(F)F methyl (Z)-N'-((Z)-(3-(4-chlorophenyl)-4-phenyl-5,6-dihydropyridazin-1(4H)-yl)(((3-(trifluoromethyl)phenyl)sulfonyl)imino)methyl)carbamimidothioate